(S)-5-(4-(2-bromoacetyl)-3-fluorophenyl)pyrrolidin-2-one BrCC(=O)C1=C(C=C(C=C1)[C@@H]1CCC(N1)=O)F